9-isopropyl-N,6-diphenyl-9H-purin-2-amine C(C)(C)N1C2=NC(=NC(=C2N=C1)C1=CC=CC=C1)NC1=CC=CC=C1